C(CCCCCCCC\C=C\C=CCCC)=O E-10,12-hexadecadienal